ClC1=NN2C(C(=N1)NC1CCCC1)=CC=C2C(C)[C@@H]2[C@@H]([C@@H]([C@H](O2)COCP(O)(O)=O)O)O ((((2R,3S,4R,5R)-5-(1-(2-chloro-4-(cyclopentylamino)pyrrolo[2,1-f][1,2,4]triazine-7-yl)ethyl)-3,4-dihydroxytetrahydrofuran-2-yl)methoxy)methyl)phosphonic acid